N-Butyl-3-aminopropyl-trimethoxysilane C(CCC)NCCC[Si](OC)(OC)OC